Br[C@@H]1C[C@@H](OCC1)C=1C=NN(C1)C1CC1 4-((2R,4S)-4-bromotetrahydro-2H-pyran-2-yl)-1-cyclopropyl-1H-pyrazole